6-(2-amino-5-bromopyridin-3-yl)-2-methylisoquinolin-1(2H)-one NC1=NC=C(C=C1C=1C=C2C=CN(C(C2=CC1)=O)C)Br